C1(CC1)N(C(=O)[C@H]1CN(CCC1)C=1C=C(OC(C(=O)N2CCN(CC2)C(=O)OC(C)(C)C)(C)C)C=CC1)CC1=CC(=CC=C1)C(C)C tert-butyl (R)-4-(2-(3-(3-(cyclopropyl(3-isopropylbenzyl)carbamoyl)piperidin-1-yl)phenoxy)-2-methylpropanoyl)piperazine-1-carboxylate